C(=O)C1=C(OCC(=O)NC2=NNC(=C2)[C@@H]2C[C@@H](CC2)OC(=O)N(N(C)C)C)C=C(C=C1O)OC 2-(2-formyl-3-hydroxy-5-methoxyphenoxy)-N-{5-[(1S,3R)-3-[(N,N',N'-trimethylhydrazinecarbonyl)oxy]cyclopentyl]-1H-pyrazol-3-yl}acetamide